trieicosane CCCCCCCCCCCCCCCCCCCCCCC